6'-[2-(3-phenylpropanamido)ethoxy]-2',3'-dihydrospiro[cyclohexane-1,1'-indene]-4-carboxylate C1(=CC=CC=C1)CCC(=O)NCCOC1=CC=C2CCC3(C2=C1)CCC(CC3)C(=O)[O-]